(2R)-2-amino-N-(1-(6-((2-amino-2-oxo-1-phenylethyl)thio)-3,5-dicyano-4-ethylpyridin-2-yl)piperidin-4-yl)propionamide N[C@@H](C(=O)NC1CCN(CC1)C1=NC(=C(C(=C1C#N)CC)C#N)SC(C(=O)N)C1=CC=CC=C1)C